Lactic acid, methyl ester C(C(O)C)(=O)OC